NC1=CC=C(CN2C3=NC(=NC=C3NC2=O)C2=C(C=CC=C2)C(C)C)C=C1 (4-aminobenzyl)-2-(2-isopropylphenyl)-7,9-dihydro-8H-purin-8-one